C(C(C)(C)C)(=O)NCCCC(=O)O N-pivaloyl-γ-aminobutyric acid